1H-BENZIMIDAZOL-2-YL(METHYLSULFONYL)ACETALDEHYDE N1C(=NC2=C1C=CC=C2)C(C=O)S(=O)(=O)C